1-(TRIMETHYLSILYL)-1H-PYRROL-3-YLBORONIC ACID C[Si](N1C=C(C=C1)B(O)O)(C)C